N(C)CC(=O)OC(CCCCCCCCCCCCC)=O.[Na] Sodium myristoyl sarcosinate